3-ethyl-4-{[1,2,4]triazolo[1,5-a]pyridin-5-yl}benzonitrile C(C)C=1C=C(C#N)C=CC1C1=CC=CC=2N1N=CN2